benzyl 4-[5-bromo-6-[(1S)-1-methoxyethyl]-3-pyridyl]piperazine-1-carboxylate BrC=1C=C(C=NC1[C@H](C)OC)N1CCN(CC1)C(=O)OCC1=CC=CC=C1